pentaacetic acid sodium [Na].C(C)(=O)O.C(C)(=O)O.C(C)(=O)O.C(C)(=O)O.C(C)(=O)O